C(C=C)(=O)NC=1C=C2C(C(=O)NNC2=O)=CC1 4-acrylamido-phthalhydrazide